C1(=CC=CC=C1)C1=CN(C=2N=CN=C(C21)N2CCN(CC2)C(=O)[O-])S(=O)(=O)C2=CC=C(C)C=C2 4-(5-phenyl-7-tosyl-7H-pyrrolo[2,3-d]pyrimidin-4-yl)piperazine-1-carboxylate